CN(C=1N=C2C(C(=C(N(C2=CC1F)CC(=O)OCC)CC)N1CCN(CC1)C(=O)OC(C)(C)C)=O)C tert-butyl 4-(6-(dimethylamino)-1-(2-ethoxy-2-oxoethyl)-2-ethyl-7-fluoro-4-oxo-1,4-dihydro-1,5-naphthyridin-3-yl)piperazine-1-carboxylate